2-(4-(adamantan-1-yl)phenyl)-4-(3'-(4,6-diphenyl-1,3,5-triazin-2-yl)-[1,1'-biphenyl]-3-yl)-6-phenyl-1,3,5-triazine C12(CC3CC(CC(C1)C3)C2)C2=CC=C(C=C2)C2=NC(=NC(=N2)C=2C=C(C=CC2)C2=CC(=CC=C2)C2=NC(=NC(=N2)C2=CC=CC=C2)C2=CC=CC=C2)C2=CC=CC=C2